ClC=1C=C(C2=C(N1)N(C=C2)C2CS(C2)(=O)=O)C(=O)OC Methyl 6-chloro-1-(1,1-dioxidothietan-3-yl)-1H-pyrrolo[2,3-b]pyridine-4-carboxylate